OC(C)(C)C=1C=C(C=NC1)C=1C=C2C(=C(C=NC2=CC1)C#N)NC(C)C1=CC=CC=C1 6-[5-(1-hydroxy-1-methyl-ethyl)-3-pyridyl]-4-(1-phenyl-ethyl-amino)quinoline-3-carbonitrile